CC1CC=2C(=NNC2CC1)C(=O)NC1=CC(=C(C=C1)C)C=1C=NC2=CC(=NC=C2C1)NC 5-methyl-N-(4-methyl-3-(7-(methylamino)-1,6-naphthyridin-3-yl)phenyl)-4,5,6,7-tetrahydro-1H-indazole-3-carboxamide